C(C)(C)C=1C=C(C=C(C1)C(C)C)I 3,5-diisopropyl-iodobenzene